C(#N)C1=CC=C(C=C1)S(=O)(=O)C1=CC=CC=C1 (4-Cyanophenyl)-sulfonylbenzene